BrC1=C(N=C(S1)C)C 5-bromo-2,4-dimethylthiazole